(E)-(3-(4-(allyloxy)-3-methoxyphenyl)acryloyl)-L-alanine C(C=C)OC1=C(C=C(C=C1)/C=C/C(=O)N[C@@H](C)C(=O)O)OC